O=C1NC(CCC1N1C(C2=CC=C(C=C2C1)C1CN(CC1)C(=O)OC(C)(C)C)=O)=O tert-Butyl 3-(2-(2,6-dioxopiperidin-3-yl)-1-oxoisoindolin-5-yl)pyrrolidine-1-carboxylate